COC1=CC(=CC(=C1O)OC)/C=C/C(=O)OC[C@@H]2[C@@H]([C@@H]([C@H]([C@@H](O2)O[C@@H]3[C@H]([C@@H]([C@H](O[C@H]3C4=C(C5=C(C=C4O)OC(=CC5=O)C6=CC=C(C=C6)O)O)CO)O)O)O)O)O The molecule is a disaccharide derivative that is isovitexin substituted at position 2'' on the glucose ring by a 6-O-sinapoyl-beta-D-glucosyl residue. It has a role as a metabolite. It is a C-glycosyl compound, a cinnamate ester, a disaccharide derivative and a trihydroxyflavone. It derives from an isovitexin and a trans-sinapic acid.